1-methylpyrazole-4-boronic acid hydrochloride Cl.CN1N=CC(=C1)B(O)O